6,7-dimethoxy-N-(4-fluorophenyl)-4-trifluoromethylquinazolin-2-amine COC=1C=C2C(=NC(=NC2=CC1OC)NC1=CC=C(C=C1)F)C(F)(F)F